C(#N)C=1N=CC(=NC1)C=1C(=NC=CN1)C(C)NC(C1=CC(=CC(=C1)C(F)(F)F)S(=O)(=O)C)=O N-[1-[3-(5-cyanopyrazin-2-yl)pyrazin-2-yl]ethyl]-3-methylsulfonyl-5-(trifluoromethyl)benzamide